C(CCC)C1=CC=C(C=C1)C#CC1=NC=C(N=C1)N=C=S 2-[2-(4-butylphenyl)ethynyl]-5-isothiocyanatopyrazine